2-chloro-4,5-bis(methyl-d3)pyridine ClC1=NC=C(C(=C1)C([2H])([2H])[2H])C([2H])([2H])[2H]